C(C1=CC=CC=C1)N([C@@H]1CN(CCC1)C=1C=NC(=CC1)[N+](=O)[O-])CC1=CN2C3=C(C(=C(C=C3C1=O)F)F)OCC2 (S)-6-((benzyl(1-(6-nitropyridin-3-yl)piperidin-3-yl)amino)methyl)-9,10-difluoro-2,3-dihydro-7H-[1,4]oxazino[2,3,4-ij]quinolin-7-one